CC(C)(C1=CC=C(C=C1)OC)C2=CC=C(C=C2)OC dimethyl-Bisphenol a